NCC1(CC1)C(=O)O 1-aminomethyl-cyclopropylformic acid